2-((2-((4-(1-((5-(2,4-dioxotetrahydropyrimidin-1(2H)-yl)pyridin-3-yl)methyl)piperidin-4-yl)-2-isopropoxy-5-methylphenyl)amino)-5-(trifluoromethyl)pyridin-4-yl)amino)-N-methylbenzamide O=C1N(CCC(N1)=O)C=1C=C(C=NC1)CN1CCC(CC1)C1=CC(=C(C=C1C)NC1=NC=C(C(=C1)NC1=C(C(=O)NC)C=CC=C1)C(F)(F)F)OC(C)C